benzyl (S)-1-oxa-6-azaspiro[3.5]nonane-6-carboxylate O1CC[C@@]12CN(CCC2)C(=O)OCC2=CC=CC=C2